FC1=C2C3=C(NC2=C(C=C1F)NC)N=CC(=C3N3C[C@@H](OCC3)C)C=3C=C1C(C(=CN(C1=NC3)C3CNCC3)C(=O)O)=O (1R)-6-[5,6-difluoro-8-(methylamino)-4-[(2S)-2-methylmorpholin-4-yl]-9H-pyrido[2,3-b]indol-3-yl]-4-oxo-1-pyrrolidin-3-yl-1,8-naphthyridine-3-carboxylic acid